4-amino-1-(3-(pyrrolidin-1-ylmethyl)benzyl)-1H-imidazo[4,5-c]Quinoline-2-carboxylic acid ethyl ester C(C)OC(=O)C=1N(C2=C(C(=NC=3C=CC=CC23)N)N1)CC1=CC(=CC=C1)CN1CCCC1